5-Fluoro-2-methoxy-6-morpholino-N-(2-phenoxyethyl)-1H-benzo[d]imidazole-1-carboxamide FC1=CC2=C(N(C(=N2)OC)C(=O)NCCOC2=CC=CC=C2)C=C1N1CCOCC1